C(C)(C)(C)OC(NC=1C=NC(=CC1)N1N=C(C(=C1)B1OC(C(O1)(C)C)(C)C)C)=O N-[6-[3-methyl-4-(4,4,5,5-tetramethyl-1,3,2-dioxaborolan-2-yl)pyrazol-1-yl]-3-pyridinyl]carbamic acid tert-butyl ester